(S)-N-(2-chloro-3-(3'-chloro-6-methoxy-5-((((5-oxopyrrolidin-2-yl)methyl)amino)methyl)-[2,4'-bipyridin]-2'-yl)phenyl)-4-(((2-hydroxyethyl)(methyl)amino)methyl)-5-methoxypicolinamide ClC1=C(C=CC=C1C1=NC=CC(=C1Cl)C1=NC(=C(C=C1)CNC[C@H]1NC(CC1)=O)OC)NC(C1=NC=C(C(=C1)CN(C)CCO)OC)=O